OC(C[C@H](N)C(=O)O)C(=O)O γ-hydroxy-glutamic acid